6-chloro-2-(1-methyl-1,2,3,6-tetrahydropyridin-4-yl)-N-(2-(morpholinesulfonyl)ethyl)pyrido[3,4-d]Pyrimidin-4-amine ClC1=CC2=C(N=C(N=C2NCCS(=O)(=O)N2CCOCC2)C=2CCN(CC2)C)C=N1